C1(=CC=CC2=CC=CC=C12)O[P@](N[C@@H](C)C(=O)OC)OC1=C(C(=C(C(=C1F)F)F)F)F methyl N-(P(S)-(1-naphthoxy) (pentafluorophenoxy) phosphino)-L-alaninate